FC1=CC=C(O[C@H]2[C@@H](CCCC2)NS(=O)(=O)C2=CC=C(C=C2)OC(F)(F)F)C=C1 N-((1R,2R)-2-(4-fluorophenoxy)cyclohexyl)-4-(trifluoromethoxy)benzenesulfonamide